ClC1=C(C=C(C=C1)N1C[C@@H](N(CC1)C(=O)OC(C)(C)C)C)F Tert-butyl (S)-4-(4-chloro-3-fluorophenyl)-2-methylpiperazine-1-carboxylate